N-((4-((3-morpholinopropyl)amino)-3-nitrophenyl)sulfonyl)benzamide O1CCN(CC1)CCCNC1=C(C=C(C=C1)S(=O)(=O)NC(C1=CC=CC=C1)=O)[N+](=O)[O-]